CNS(=O)(=O)C1=NC=C(C=C1)CN1C(=NC2=C1C=CC=C2)C2=NON=C2C N-methyl-5-((2-(4-methyl-1,2,5-oxadiazol-3-yl)-benzoimidazol-1-yl)methyl)pyridine-2-sulfonamide